C=1C(NC=2C=CC=C3C2C1C1=CC=CC=C1C3=O)=O 3H-naphtho[1,2,3-de]quinoline-2,7-dione